O=S1(C[C@@H](C=C1)NC(=O)C=1C(NC2=C3NCCC(C3=CC=C2C1)(C)C)=O)=O (R)-N-(1,1-dioxo-2,3-dihydrothiophen-3-yl)-7,7-dimethyl-2-oxo-1,2,7,8,9,10-hexahydro-1,10-phenanthroline-3-carboxamide